C(C)(C)(C)OC(=O)NCC#CC1=C(C=CC(=C1F)F)NC1=C(C(=O)O)C=C(C=C1)C(F)(F)F 2-((2-(3-((tert-Butoxycarbonyl)amino)prop-1-yn-1-yl)-3,4-difluorophenyl)-amino)-5-(trifluoromethyl)benzoic acid